C(#N)C=C1C[C@@H](N(C1)C(=O)OC(C)(C)C)C t-butyl (S)-4-(cyanomethylene)-2-methylpyrrolidine-1-carboxylate